FC=1C(=CC2=C(C(NC=3CNC[C@H](C23)N(C(=O)C=2C=C3C=NNC3=CC2)C)=O)C1)F (S)-N-(8,9-difluoro-6-oxo-1,2,3,4,5,6-hexahydrobenzo[c][1,7]naphthyridin-1-yl)-N-methyl-1H-indazole-5-carboxamide